(S)-3-amino-5-(3,3-difluoropiperidin-1-yl)pentanoic acid tert-butyl ester C(C)(C)(C)OC(C[C@H](CCN1CC(CCC1)(F)F)N)=O